N-(4-Cyanobenzyl)-6-((1-((3-(hydroxymethyl)oxetan-3-yl)sulfonyl)cyclopropyl)methyl)-1-methyl-7-oxo-4,5,6,7-tetrahydro-1H-pyrazolo[3,4-c]pyridine-3-carboxamide C(#N)C1=CC=C(CNC(=O)C2=NN(C=3C(N(CCC32)CC3(CC3)S(=O)(=O)C3(COC3)CO)=O)C)C=C1